Methyl-(5RS)-2-[2-fluoro-3-(trifluoromethyl)benzyl]-3-oxo-2,3,5,6,7,8-hexahydro[1,2,4]triazolo[4,3-a]pyridine-5-carboxylate COC(=O)[C@H]1CCCC=2N1C(N(N2)CC2=C(C(=CC=C2)C(F)(F)F)F)=O |r|